5-allyl-N-(di-p-tolylmethyl)-2-oxo-6-(trifluoromethyl)-1,2-dihydropyridine-3-carboxamide C(C=C)C=1C=C(C(NC1C(F)(F)F)=O)C(=O)NC(C1=CC=C(C=C1)C)C1=CC=C(C=C1)C